[Ru](Cl)Cl.C(=O)(O)C1=CC(=NC=C1)C1=NC=CC=C1 (4-carboxy-2,2'-bipyridyl) ruthenium (II) dichloride